1-(11-bromoundecanoyl)-N-[(1S)-1-[(2S,4R)-4-hydroxy-2-[[(1S)-1-[4-(4-methyl-thiazol-5-yl)phenyl]ethyl]carbamoyl]pyrrolidine-1-carbonyl]-2,2-dimethyl-propyl]piperidine-4-carboxamide BrCCCCCCCCCCC(=O)N1CCC(CC1)C(=O)N[C@@H](C(C)(C)C)C(=O)N1[C@@H](C[C@H](C1)O)C(N[C@@H](C)C1=CC=C(C=C1)C1=C(N=CS1)C)=O